ClC=1C(=CC(=NC1)N1CC(C1)N1CCOCC1)N 5-chloro-2-(3-morpholinoazetidin-1-yl)pyridin-4-amine